ClC1=CC(=C(C=C1)NC1=NN2C(CNCC2)=C1C1=CC=NC=C1)F N-(4-chloro-2-fluorophenyl)-3-(pyridin-4-yl)-4,5,6,7-tetrahydropyrazolo[1,5-a]pyrazin-2-amine